C(C)(C)(C)OC(=O)N1C[C@@H](OCC1)C(NC1=NN(C2=CC=C(C=C12)C1=C(C=CC(=C1)C#N)Cl)C(C1=CC=CC=C1)(C1=CC=CC=C1)C1=CC=CC=C1)=O (2R)-2-{[5-(2-chloro-5-cyanophenyl)-1-trityl-1H-indazol-3-yl]carbamoyl}morpholine-4-carboxylic acid tert-butyl ester